5-chloro-N-((1S,2R)-2-(2,3-dimethylphenyl)-1-(5-oxo-4,5-dihydro-1,3,4-oxadiazol-2-yl)propyl)-4-oxochroman-8-sulfonamide ClC1=C2C(CCOC2=C(C=C1)S(=O)(=O)N[C@@H]([C@H](C)C1=C(C(=CC=C1)C)C)C=1OC(NN1)=O)=O